benzo[d]thiazole-2-carbohydrazide S1C(=NC2=C1C=CC=C2)C(=O)NN